2-methyl-1H-indol-1-amine CC=1N(C2=CC=CC=C2C1)N